N-(4-(1-1H-1,2,4-triazolyl)butyl)-3-(3-ethyl-5-(4-methoxyphenyl)-1-1H-1,2,4-triazolyl)benzamide N1(N=CN=C1)CCCCNC(C1=CC(=CC=C1)N1N=C(N=C1C1=CC=C(C=C1)OC)CC)=O